FC=1C=2N(C=C(C1)C1=NC=C(C(=N1)C)C(=O)N[C@@H]1C[C@@H](N(CC1)C(=O)OC(C)(C)C)C)C=C(N2)C tert-butyl (2S,4S)-4-[[2-(8-fluoro-2-methyl-imidazo[1,2-a]pyridin-6-yl)-4-methyl-pyrimidine-5-carbonyl]amino]-2-methyl-piperidine-1-carboxylate